(4-((7-Methoxy-2-oxo-2,3-dihydro-1H-imidazo[4,5-c][1,8]naphthyridin-1-yl)methyl)phenyl)-methanesulfonamide COC=1C=CC=2C3=C(C=NC2N1)NC(N3CC3=CC=C(C=C3)CS(=O)(=O)N)=O